ClC1=NC2=CC(=CC=C2C=C1F)CN(C(=O)C=1N=C(SC1)C(F)(F)F)C=1C(=NC=CC1)S(=O)(=O)C N-[(2-chloro-3-fluoroquinolin-7-yl)methyl]-N-(2-methanesulfonylpyridin-3-yl)-2-(trifluoro-methyl)-1,3-thiazole-4-carboxamide